S(=O)(=O)(O)C1=CC=C(C)C=C1.C(CCC)C1CCCCC1 4-n-butylcyclohexane tosylate